4-(4-fluorophenyl)-2-(methylsulfonyl)-6-(trifluoromethyl)pyrimidine FC1=CC=C(C=C1)C1=NC(=NC(=C1)C(F)(F)F)S(=O)(=O)C